(R)-5-(cyclopentylmethyl)-N-(piperidin-3-yl)-7H-pyrrolo[2,3-d]pyrimidin-4-amine hydrochloride Cl.C1(CCCC1)CC1=CNC=2N=CN=C(C21)N[C@H]2CNCCC2